2-(6-(1-(2,2-difluoroethyl)-1H-pyrazolo[3,4-b]pyrazin-6-yl)-2,6-diazaspiro[3.4]octan-2-yl)-5-(trifluoromethyl)-1,3,4-thiadiazole FC(CN1N=CC=2C1=NC(=CN2)N2CC1(CN(C1)C=1SC(=NN1)C(F)(F)F)CC2)F